[Cl-].C1=CC=CC=2C3=CC=CC=C3C12 biphenylene chloride